OCCN1N=CC(=C1)CN1C(N(C(C2=C1SC(=C2)S(=O)(=O)NC2(CC2)C)=O)CC=2C=NN(C2)C)=O 1-((1-(2-hydroxyethyl)-1H-pyrazol-4-yl)methyl)-3-((1-methyl-1H-pyrazol-4-yl)methyl)-N-(1-methylcyclopropyl)-2,4-dioxo-1,2,3,4-tetrahydrothieno[2,3-d]pyrimidine-6-sulfonamide